(3R)-1-(1-methyl-2-{1-[(1-methyl-1H-pyrazol-4-yl)methyl]-1H-indol-2-yl}-1H-1,3-benzodiazole-5-carbonyl)piperidin-3-amine hydrochloride salt Cl.CN1C(=NC2=C1C=CC(=C2)C(=O)N2C[C@@H](CCC2)N)C=2N(C1=CC=CC=C1C2)CC=2C=NN(C2)C